NC1=NC=C(C2=C1C=NN2COCC[Si](C)(C)C)NC(C(N2[C@H](CC[C@@H](C2)C)C=2C=NC(=CC2)C)=O)=O N-[4-amino-1-(2-trimethylsilylethoxymethyl)pyrazolo[4,3-c]pyridin-7-yl]-2-oxo-2-[(2R,5S)-5-methyl-2-(6-methyl-3-pyridyl)-1-piperidyl]acetamide